2-[4-cyclopropyl-6-(difluoromethoxy)pyrimidin-5-yl]-4-[[6-[1-cyclopropyl-4-(trifluoromethyl)imidazol-2-yl]-5-fluoro-3-pyridyl]methoxy]-6-methyl-5H-pyrrolo[3,2-d]pyrimidine C1(CC1)C1=NC=NC(=C1C=1N=C(C2=C(N1)C=C(N2)C)OCC=2C=NC(=C(C2)F)C=2N(C=C(N2)C(F)(F)F)C2CC2)OC(F)F